2-(2,2-dibromoethenyl)-5-(trifluoromethyl)phenol BrC(=CC1=C(C=C(C=C1)C(F)(F)F)O)Br